6-(1-(1-acetylazetidin-3-yl)-4-(4-fluoro-phenyl)-1H-imidazol-5-yl)imidazo[1,2-b]pyridazine-3-carbonitrile C(C)(=O)N1CC(C1)N1C=NC(=C1C=1C=CC=2N(N1)C(=CN2)C#N)C2=CC=C(C=C2)F